C(C1=CC=CC=C1)N(C1=NC(=NC=2C(CCCC12)=O)N1C(=CC=2C(=CC=CC12)C#N)C)CC1=C(C=C(C=C1)OC)OC 1-[4-[benzyl-[(2,4-dimethoxyphenyl)methyl]amino]-8-oxo-6,7-dihydro-5H-quinazolin-2-yl]-2-methyl-indole-4-carbonitrile